2-oxazoline-d O1C(=NCC1)[2H]